NS(=NC(CC1=C(C=C(C=C1C(C)C)COC1CCCC1)C(C)C)=O)(=O)C1=NN(C(=C1)C(C)(C)O)C1=CC=C(C=C1)F N-(amino(1-(4-fluorophenyl)-5-(2-hydroxypropan-2-yl)-1H-pyrazol-3-yl)(oxo)-λ6-sulfaneylidene)-2-(4-((cyclopentyloxy)methyl)-2,6-diisopropylphenyl)acetamide